BrC1=CC2=C(SCCN2C(C)C)C(=C1)F 6-bromo-8-fluoro-4-isopropyl-2H-benzo[b][1,4]thiazin